2-AMINO-2-METHYL-5-HYDROXY-PENTANOIC ACID NC(C(=O)O)(CCCO)C